3-Methylsulfanyl-1-(3-phenyl-2-((phenyl-propionyloxy-methoxycarbonylmethyl)-carbamoyl)-propyl-disulfanylmethyl)-propyl-amine CSCCC(C(SS)CC(CC1=CC=CC=C1)C(NC(C(=O)OC)(OC(CC)=O)C1=CC=CC=C1)=O)N